(3S)-3-(9H-fluoren-9-ylmethoxycarbonylamino)-4-oxo-4-piperidin-1-ylbutyric acid C1=CC=CC=2C3=CC=CC=C3C(C12)COC(=O)N[C@@H](CC(=O)O)C(N1CCCCC1)=O